C1(=CC=CC=C1)S(=O)(=O)CC(=O)N1CC2N(C(C3=C(NC2=O)C=CC(=C3)C3=CC(=CC=C3)C(F)(F)F)=O)CC1 2-(2-(phenylsulfonyl)acetyl)-8-(3-(trifluoromethyl)phenyl)-1,3,4,12a-tetrahydrobenzo[e]pyrazino[1,2-a][1,4]diazepine-6,12(2H,11H)-dione